CC1=NC2=CC=C(C=C2C=C1N1CCN(CC1)CC=1C=CC=2C3=C(C(NC2C1)=O)C=NN3C)C(NC)=O 7-((4-(2-methyl-6-(methylcarbamoyl)quinolin-3-yl)piperazin-1-yl)methyl)-1-methyl-1,5-dihydro-4H-pyrazolo[4,3-c]quinoline-4-one